F[C@@H]1[C@H]2CC[C@@H](C[C@@H]1N(C1=CC=C(N=N1)C1=C(C=C(C=C1)C#CC)O)C)N2 2-(6-(((1R,2R,3S,5S)-2-fluoro-8-azabicyclo[3.2.1]octan-3-yl)(methyl)amino)pyridazin-3-yl)-5-(prop-1-yn-1-yl)phenol